5-(1-(4-(5-(difluoromethyl)-1,3,4-oxadiazol-2-yl)-2-fluorobenzyl)-1H-1,2,3-triazol-4-yl)picolinaldehyde FC(C1=NN=C(O1)C1=CC(=C(CN2N=NC(=C2)C=2C=CC(=NC2)C=O)C=C1)F)F